1-(5-{[4-({(1R,3R,4S)-3-({[tert-Butyl(dimethyl)silyl]oxy}methyl)-4-[(triisopropylsilyl)oxy]cyclopentyl}amino)pyrimidin-5-yl]carbonyl}-2-chloro-3-thienyl)ethanone [Si](C)(C)(C(C)(C)C)OC[C@H]1C[C@H](C[C@@H]1O[Si](C(C)C)(C(C)C)C(C)C)NC1=NC=NC=C1C(=O)C1=CC(=C(S1)Cl)C(C)=O